C(#N)C1=C(OC[C@H](CC(C)C)NC(OC(C)(C)C)=O)C=CC(=C1)C1=CC(=NC=C1)C(F)(F)F (S)-tert-butyl (1-(2-cyano-4-(2-(trifluoromethyl)pyridin-4-yl)phenoxy)-4-methylpentan-2-yl)carbamate